P(=O)(OC1=CC=CC=C1)(OC1=CC=CC=C1)OC1=C(C=C(C=C1C)C)C diphenyl (2,4,6-trimethylphenyl) phosphate